C(C)(=O)ON(CCN(OC(C)=O)OC(C)=O)OC(C)=O.[K] monopotassium ethylenediamine tetraacetate